Tert-butyl (E)-(2-(N'-hydroxycarbamimidoyl)phenyl)carbamate O\N=C(\N)/C1=C(C=CC=C1)NC(OC(C)(C)C)=O